ClC1=CC=C(C=C1)C(C(CC(=O)OCC)C=1SC=CC1)=O ethyl 4-(4-chlorophenyl)-4-oxo-3-(thiophene-2-yl)butanoate